ClC=1SC(=C(C1)Cl)Cl 2,4,5-trichlorothiophene